Hept-7-yl-methanol CCCCCCCCO